6-(4-((4-((2,6-dioxopiperidin-3-yl)amino)benzyl)(methyl)amino)piperidin-1-yl)-2-(4-phenoxyphenyl)nicotinamide O=C1NC(CCC1NC1=CC=C(CN(C2CCN(CC2)C2=NC(=C(C(=O)N)C=C2)C2=CC=C(C=C2)OC2=CC=CC=C2)C)C=C1)=O